C1(CCCC1)C1=CC(=NN1)NC1=C(C=NC2=CC=CC=C12)C#N 4-((5-cyclopentyl-1H-pyrazol-3-yl)amino)quinoline-3-carbonitrile